C1(=CC=CC=C1)P(C1=CC=CC=C1)(C1=CC=CC=C1)C1=CC=CC=C1.S(=O)(=O)(F)F sulfonyl fluoride tetraphenylphosphine salt